CN1N=NC2=C1C(=CC(=C2C)C(CC(=O)OCC)C=2C=C(C1=C(C=CS1)C2)CN2C[C@H](OC1=C(C2)N=C(C=C1)O)CC)C(F)(F)F ethyl 3-[1,4-dimethyl-7-(trifluoromethyl)-1H-benzotriazol-5-yl]-3-(7-{[(2R)-2-ethyl-7-hydroxy-2,3-dihydropyrido[2,3-f][1,4]oxazepin-4(5H)-yl]methyl}-1-benzothiophen-5-yl)propanoate